4-amino-2-methoxy-N-((1s,2r)-2-(8-methylnaphthalen-1-yl)-1-(5-oxo-4,5-dihydro-1,3,4-oxadiazol-2-yl)propyl)benzenesulfonamide NC1=CC(=C(C=C1)S(=O)(=O)N[C@@H]([C@H](C)C1=CC=CC2=CC=CC(=C12)C)C=1OC(NN1)=O)OC